C(C)N(C(C1=C(C=CC(=C1)F)OC1=C(N=CN=N1)N1CC2(CN(C2)C(CCNCCO)C(C)C)CC1)=O)C(C)C (-)-N-ethyl-5-fluoro-2-((5-(2-(1-((2-hydroxyethyl)amino)-4-methylpent-3-yl)-2,6-diazaspiro[3.4]oct-6-yl)-1,2,4-triazin-6-yl)oxy)-N-isopropylbenzamide